C(C)(C)N1C(=NC=2C1=NC(=CC2)C2=CNC1=NC=CC=C12)C 3-Isopropyl-2-methyl-5-(1H-pyrrolo[2,3-b]pyridin-3-yl)-3H-imidazo[4,5-b]pyridine